5-Cyclopentyl-2-(3,5-Dimethylphenyl)Quinoline C1(CCCC1)C1=C2C=CC(=NC2=CC=C1)C1=CC(=CC(=C1)C)C